1-(N-carbazolyl)-3-methylenepent-4-ene C1=CC=CC=2C3=CC=CC=C3N(C12)CCC(C=C)=C